N-(2-((4-methyl-2-oxo-2H-chromen-7-yl)amino)ethyl)acrylamide CC1=CC(OC2=CC(=CC=C12)NCCNC(C=C)=O)=O